BrC1=CC=CC=2C=3N(C(=NC12)N[C@@H](C(=O)N1C[C@@H](OCC1)C)C)N=C(N3)C3=CC=C(C=C3)OC (2R)-2-{[7-bromo-2-(4-methoxyphenyl)[1,2,4]triazolo[1,5-c]quinazolin-5-yl]amino}-1-[(2S)-2-methylmorpholin-4-yl]propan-1-one